uridine 3'-phosphate P(=O)(O)(O)O[C@H]1[C@H]([C@@H](O[C@@H]1CO)N1C(=O)NC(=O)C=C1)O